3-(tetrahydro-2H-pyran-4-yl)propionic acid chloromethyl ester ClCOC(CCC1CCOCC1)=O